ClCCS(=O)(=O)CC 1-chloro-2-(ethylsulfonyl)ethane